(4-benzyl-1-(4-isobutoxybenzyl)-1H-pyrazol-3-yl)-1-methylpiperidine C(C1=CC=CC=C1)C=1C(=NN(C1)CC1=CC=C(C=C1)OCC(C)C)C1N(CCCC1)C